1-((5-(4-(tert-butyl)phenyl)-1-methyl-1H-1,2,4-triazol-3-yl)methyl)piperazine C(C)(C)(C)C1=CC=C(C=C1)C1=NC(=NN1C)CN1CCNCC1